NC1=CC=NN1C12CC(C1)C2 5-amino-1-(bicyclo[1.1.1]pentan-1-yl)-1H-pyrazole